FC1=C(C=CC=2C(C3=C(SCC21)C=CC=C3)=O)F 1,2-difluoro-11H-10-thia-dibenzo[a,d]cyclohepten-5-one